N-hydroxy-ethyl-methacrylamide ONC(C(=CCC)C)=O